C(C)O/C=C/C=1N=C(C(N(C1)[C@H](C(=O)OC)CC(C)C)=O)C methyl (S,E)-2-(5-(2-ethoxyvinyl)-3-methyl-2-oxopyrazin-1(2H)-yl)-4-methylpentanoate